(R)- and (S)-leucine N[C@H](CC(C)C)C(=O)O |r|